butyl-(2-ethylhexyl)1,4-cyclohexanedicarboxylic acid C(CCC)C1C(CCC(C1)C(=O)O)(C(=O)O)CC(CCCC)CC